isopropyl 2-(1-(fluoromethyl)-2-oxabicyclo[2.1.1]hex-4-yl)-7-isopropoxylimidazo[1,2-a]pyrimidine-6-carboxylate FCC12OCC(C1)(C2)C=2N=C1N(C=C(C(=N1)OC(C)C)C(=O)OC(C)C)C2